[Na+].[Na+].[Na+].[Na+].C(=O)([O-])CN([C@@H](CCC(=O)[O-])C(=O)[O-])CC(=O)[O-] N,N-bis-(carboxymethyl)-L-glutamic acid Tetrasodium Salt